4-[4-(4-Pyridyl)-1-(2,2,2-trifluoroethyl)pyrazol-3-yl]phenol N1=CC=C(C=C1)C=1C(=NN(C1)CC(F)(F)F)C1=CC=C(C=C1)O